FC(C=1C=CC(NC1)=O)(F)F 5-(trifluoromethyl)pyridin-2(1H)-one